tert-butyl (2R)-2-{[({[(2S,5R)-6-benzyloxy-7-oxo-1,6-diazabicyclo[3.2.1]oct-2-yl]carbonyl}amino)oxy]methyl}pyrrolidine-1-carboxylate C(C1=CC=CC=C1)ON1[C@@H]2CC[C@H](N(C1=O)C2)C(=O)NOC[C@@H]2N(CCC2)C(=O)OC(C)(C)C